2-hydrazinobenzothiazole N(N)C=1SC2=C(N1)C=CC=C2